(S)-1-i-propyl-N-(1-(4-(6-oxo-1-(tetrahydrofuran-3-yl)-1,6-dihydropyrimidin-5-yl)phenyl)cyclopropyl)-1H-pyrazolo[3,4-d]pyrimidine-6-carboxamide C(C)(C)N1N=CC=2C1=NC(=NC2)C(=O)NC2(CC2)C2=CC=C(C=C2)C2=CN=CN(C2=O)[C@@H]2COCC2